C(C)C1=CC2=C(C(C=3NC4=CC(=CC=C4C3C2=O)C#N)(C)C)C=C1C=1C=NNC1 9-ethyl-6,6-dimethyl-11-oxo-8-(1H-pyrazol-4-yl)-6,11-dihydro-5H-benzo[b]carbazole-3-carbonitrile